C(C)OC=1C=C(C=CC1OC)[C@@H](CS(=O)(=O)C)N1C(C2=CC=C(C=C2C1)N1CCC(CC1)C1CCNCC1)=O 2-[(1S)-1-(3-ethoxy-4-methoxyphenyl)-2-methylsulfonylethyl]-5-[4-(4-piperidyl)-1-piperidyl]isoindolin-1-one